2-(Imidazo[1,2-a]pyridin-5-yl)-9H-fluoren-9-one N=1C=CN2C1C=CC=C2C2=CC=1C(C3=CC=CC=C3C1C=C2)=O